N,N'-di-(2-naphthyl)-p-phenylendiamin C1=C(C=CC2=CC=CC=C12)NC1=CC=C(C=C1)NC1=CC2=CC=CC=C2C=C1